C(C)(=O)C=1C=CC=C2C=NN(C12)C 7-Acetyl-1-methyl-1H-indazole